C(C)(=O)OC1=C(C=C(C=C1)/C=C/C(=O)OC1=C(C=C(COC(\C=C\C2=CC(=C(C=C2)OC(C)=O)O)=O)C=C1)C)O (E)-4-(((E)-3-(4-acetoxy-3-hydroxyphenyl)acryloyl)oxy)-3-methylbenzyl-3-(4-acetoxy-3-hydroxyphenyl)acrylate